2,4-dinitrophenyl 2-deoxy-2-fluoro-beta-d-allopyranoside F[C@H]1[C@H](OC2=C(C=C(C=C2)[N+](=O)[O-])[N+](=O)[O-])O[C@@H]([C@H]([C@H]1O)O)CO